C(CC)OCC1OC1 2-(propoxymethyl)oxirane